C(#N)CCC=O 3-cyano-1-oxopropan